C(C)(C)(C)OC([C@H](C(C)C)N1N=NC(=C1)C1CCN(CC1)C(=O)OC(C)(C)C)=O tert-Butyl 4-{1-[(2S)-1-(tert-butoxy)-3-methyl-1-oxobutan-2-yl]-1,2,3-triazol-4-yl}piperidine-1-carboxylate